C(#N)C(CCC(=O)O)(C)SC(=S)CC 4-cyano-4-[(ethylthiocarbonyl)thio]pentanoic acid